BrC=1C=NC(=NC1)OCC1=CC=C(C=C1)C1CC1 5-bromo-2-((4-cyclopropylbenzyl)oxy)pyrimidine